NC1=C(C=C(C=C1C)Br)C1=C(C(=NN1COCC[Si](C)(C)C)C)N 5-(2-amino-5-bromo-3-methyl-phenyl)-3-methyl-1-(2-trimethylsilylethoxymethyl)pyrazol-4-amine